chlorotri(phenyl-d5)-silane Cl[Si](C1=C(C(=C(C(=C1[2H])[2H])[2H])[2H])[2H])(C1=C(C(=C(C(=C1[2H])[2H])[2H])[2H])[2H])C1=C(C(=C(C(=C1[2H])[2H])[2H])[2H])[2H]